4,6-bis(2-hydroxyethoxy)m-phenylenediamine hydrochloride Cl.OCCOC1=C(C=C(C(=C1)OCCO)N)N